C(C1=CC=CC=C1)S(=O)(=O)N1CC2=CC(=C(C=C2CC1)C1=CC(=C(N1C)C)C(=O)N(CCCC)CCCC)C(=O)N1CC2=CC=CC=C2C[C@H]1C 5-[2-(benzylsulfonyl)-7-{[(3R)-3-methyl-3,4-dihydroisoquinolin-2(1H)-yl]carbonyl}-1,2,3,4-tetrahydroisoquinolin-6-yl]-N,N-dibutyl-1,2-dimethyl-1H-pyrrole-3-carboxamide